(2-(4-(((((6-azidohexyl)oxy)carbonyl)amino)methyl)phenyl)thiazole-4-carbonyl)-O-(tert-butyldimethylsilyl)-Z-serinate N(=[N+]=[N-])CCCCCCOC(=O)NCC1=CC=C(C=C1)C=1SC=C(N1)C(=O)OC([C@@H](N)CO[Si](C)(C)C(C)(C)C)=O